BrC1=CC=C(C=C1)C=1N=C(SC1)N1C(=NC2=C(C1=O)OC=C2)C(F)(F)F 3-(4-(4-Bromophenyl)thiazol-2-yl)-2-(trifluoromethyl)furo[3,2-d]pyrimidin-4(3H)-one